2-(6-(((1S,3R)-3-hydroxycyclohexyl)amino)pyridazin-3-yl)-3-methyl-5-(trifluoromethyl)phenol O[C@H]1C[C@H](CCC1)NC1=CC=C(N=N1)C1=C(C=C(C=C1C)C(F)(F)F)O